trans-cyclooct-4-enone C1(CC\C=C\CCC1)=O